C(C)(C)(C)OC(=O)N(CCC(=O)NCCCN1C(C2=CC=NC=C2C2=C1C=C(C=C2)C(=O)OC)=O)CC2=CC(=C(C=C2)C2=CC=CC=C2)Cl Methyl 6-(3-(3-((tert-butoxycarbonyl)((2-chloro-[1,1'-biphenyl]-4-yl)methyl)amino)propanamido)propyl)-5-oxo-5,6-dihydrobenzo[c][2,6]naphthyridine-8-carboxylate